ClC1=C(C=CC(=C1)C)C(CNC(=O)C1=C(C=NC2=CC=CC=C12)S(=O)(=N)C1=C(C(=CC=C1)C1CC1)F)(F)F N-[2-(2-chloro-4-methylphenyl)-2,2-difluoroethyl]-3-[S-(3-cyclopropyl-2-fluorophenyl)sulfonimidoyl]quinoline-4-carboxamide